zirconium oxychloride, yttrium salt [Y].O(Cl)Cl.[Zr]